FC(C1=NN(C(=C1)C1=NC(=NO1)C1(CC1)C1=C(C=CC=C1)C)C1CS(C1)(=O)=O)F 3-(3-(difluoromethyl)-5-(3-(1-(o-tolyl)cyclopropyl)-1,2,4-oxadiazol-5-yl)-1H-pyrazol-1-yl)thietane 1,1-dioxide